OCP(=O)=CC[C@H](N)C(=O)O |r| 4-[hydroxy(methyl)phosphonoyl]-DL-homoalanine